4-(hydroxymethyl)-1,1-dimethyl-7-(1-methyl-1H-pyrazol-4-yl)isochroman-4-ol OCC1(COC(C2=CC(=CC=C12)C=1C=NN(C1)C)(C)C)O